ICC(=O)C=1C=C(C(O)=CC1)O 4-iodoacetyl-catechol